CC1=NC=NC=C1C1=CC=C(N1)C(=O)N1C[C@H](CC1)C(=O)NC1=CC(=C(C(=C1)F)F)F (S)-1-(5-(4-methylpyrimidin-5-yl)-1H-pyrrole-2-carbonyl)-N-(3,4,5-trifluorophenyl)pyrrolidine-3-carboxamide